6,10-dimethyl-2-methyleneundec-5,9-dienal CC(=CCCC(C=O)=C)CCC=C(C)C